NC1=CC=C(C=C1)C=CC(CC(=O)C=1C(OC2=CC(=CC=C2C1)O)=O)=O 5-(4-aminophenyl)-1-(7-hydroxycoumarin-3-yl)pent-4-ene-1,3-dione